FC(COC)(F)C=1C=C(C=C(C1)[N+](=O)[O-])[C@@H](C)NC1=NC(=NC2=CC(=C(C=C12)O[C@@H]1COCC1)OC)COC N-((R)-1-(3-(1,1-Difluoro-2-methoxyethyl)-5-nitrophenyl)ethyl)-7-methoxy-2-(methoxymethyl)-6-(((S)-tetrahydrofuran-3-yl)oxy)quinazolin-4-amine